C(CCCCCCCCCCCCCCCCCC=CCCCC)(=O)O 19-Tetracosenoic acid